FC1=C(C=NN1)C=1C=CC(=C(C1)O)C=1SC=2N=C(SC2N1)N(C1CC(NC(C1)(C)C)(C)C)C 5-(5-Fluoro-1H-pyrazol-4-yl)-2-{5-[methyl(2,2,6,6-tetramethylpiperidin-4-yl)amino][1,3]thiazolo[5,4-d][1,3]thiazol-2-yl}phenol